ClC=1C=C(C=C(C1)Cl)C1(NC(C=2N1C(C(=CC2)NC2=NC=NC=C2)=O)=O)C 3-(3,5-dichlorophenyl)-3-methyl-6-(pyrimidin-4-ylamino)-2,3-dihydroimidazo[1,5-a]pyridine-1,5-dione